C(CCCCCCCCC)(=O)OCC(O)CO glyceryl 1-decanoate